4-[(2R)-morpholin-2-ylmethoxy]-6-(propan-2-yloxy)quinoline-7-carboxamide N1C[C@@H](OCC1)COC1=CC=NC2=CC(=C(C=C12)OC(C)C)C(=O)N